2-(3-methylmorpholino)acetic acid CC1COCCN1CC(=O)O